2-(2-(Benzyloxy)-4,6-dihydroxy-3-methylbenzoyl)isoindoline-4-carboxylic acid C(C1=CC=CC=C1)OC1=C(C(=O)N2CC=3C=CC=C(C3C2)C(=O)O)C(=CC(=C1C)O)O